((2-(((1S*,3S*)-3-(2-((4,4-difluorocyclohexyl)amino)ethyl)cyclopentyl)oxy)-4-methylphenyl)sulfonyl)-L-proline hydrochloride Cl.FC1(CCC(CC1)NCC[C@H]1C[C@H](CC1)OC1=C(C=CC(=C1)C)S(=O)(=O)N1[C@@H](CCC1)C(=O)O)F |o1:11,13|